2-Bromonaphthalin BrC1=CC2=CC=CC=C2C=C1